2-(2-chloro-4-((4aS,8aS)-3,3,4-trimethyloctahydroquinoxalin-1(2H)-yl)phenoxy)ethan-1-ol ClC1=C(OCCO)C=CC(=C1)N1CC(N([C@H]2CCCC[C@H]12)C)(C)C